4-((3,8-dimethyl-2,3-dihydro-1H-pyrido[2,3-b][1,4]oxazin-7-yl)amino)-N-(3-methyl-4-(4-methylpiperazin-1-yl)phenyl)-2-oxo-1,2-dihydropyridine-3-carboxamide CC1CNC2=C(O1)N=CC(=C2C)NC2=C(C(NC=C2)=O)C(=O)NC2=CC(=C(C=C2)N2CCN(CC2)C)C